CC1=NC=C(C=N1)NC(O[C@H](C)[C@H](C)OC1=CC2=C(N=C(S2)C=2C=C(C=C3C=C(C=NC23)NC)Cl)C=C1F)=O (2R,3S)-3-((2-(6-chloro-3-(methylamino)quinolin-8-yl)-5-fluorobenzo[d]thiazol-6-yl)oxy)butan-2-yl (2-methylpyrimidin-5-yl)carbamate